(2-bromo-4,5-dimethylphenyl)diphenylphosphine BrC1=C(C=C(C(=C1)C)C)P(C1=CC=CC=C1)C1=CC=CC=C1